(3z,8z)-undec-3,8-dien-6-ol CC\C=C/CC(C\C=C/CC)O